C(C)C1=C(C(=C(C(=C1)C)O)C)C 4-ethyl-2,3,6-trimethylphenol